C(C#CCCCCC)(O)O octyndiol